3-[6-[(8aR)-3,4,6,7,8,8a-hexahydro-1H-pyrrolo[1,2-a]pyrazin-2-yl]-3-pyridyl]-5-[(1R)-1-(3,5-dichloro-4-pyridyl)ethoxy]-1H-indazole C1[C@@H]2N(CCN1C1=CC=C(C=N1)C1=NNC3=CC=C(C=C13)O[C@H](C)C1=C(C=NC=C1Cl)Cl)CCC2